F[As-](F)(F)(F)(F)F.OC1=CC=C(C=C1)[S+](C)CC1=CC=CC=C1 4-hydroxyphenylbenzylmethylsulfonium hexafluoroarsenate